4-(dimethylamino)-2-methylenebutanoic acid hydrochloride Cl.CN(CCC(C(=O)O)=C)C